[Na+].C1=C(C=CC=2C(C3=CC=CC=C3C(C12)=O)=O)S(=O)(=O)[O-] anthraquinone-2-sulfonic acid, sodium salt